2-(6-Aminopyridin-3-yl)-N-ethyl-2-methylpropanamide NC1=CC=C(C=N1)C(C(=O)NCC)(C)C